4-chloro-6-((5-methoxy-6-nitropyridin-3-yl)oxy)quinazoline ClC1=NC=NC2=CC=C(C=C12)OC=1C=NC(=C(C1)OC)[N+](=O)[O-]